(4-(3-cyclopropyloxy-4-methoxybenzyl)-2-(2-isopropylphenyl)piperazin-1-yl)-7-azaspiro[3.5]Nonane C1(CC1)OC=1C=C(CN2CC(N(CC2)C2CCC23CCNCC3)C3=C(C=CC=C3)C(C)C)C=CC1OC